CN(C1CCN(CC1)CCC(=O)O)C 3-(4-(dimethylamino)piperidin-1-yl)propionic acid